ClC=1C(=C(C=CC1)C1CCC2=CC(=CC=C12)S(=O)(=O)N)N1CCC(CC1)C1=C(C=C(C=C1)Cl)F {3-chloro-2-[4-(4-chloro-2-fluorophenyl)piperidin-1-yl]phenyl}-2,3-dihydro-1H-indene-5-sulfonamid